dipropoxy(methyl)silane C(CC)O[SiH](C)OCCC